m-phenylene-bis(2-oxazoline) C1(=CC(=CC=C1)C=1OCCN1)C=1OCCN1